(1S,3R)-3-fluoro-cyclopentan-1-amine F[C@H]1C[C@H](CC1)N